TERPhENYL ACETATE (2-(4-methylcyclohex-3-en-1-yl)propan-2-yl-acetate) CC1=CCC(CC1)C(C)(C)CC(=O)O.C(C)(=O)O.C1(=CC=CC=C1)C=1C(=CC=CC1)C1=CC=CC=C1